COC1=NC=C(C(=N1)OC)C1=CC2=C(N=CN=C2N2CC(CC2)(C)C)S1 6-(2,4-dimethoxypyrimidin-5-yl)-4-(3,3-dimethylpyrrolidin-1-yl)thieno[2,3-d]pyrimidine